4-(2-(4-(2-(2-aminopyridin-3-yl)-5-phenyl-3H-imidazo[4,5-b]pyridin-3-yl)benzyl)-2,7-diazaspiro[3.5]nonan-7-yl)-1,3,5-triazine-2-carbonitrile NC1=NC=CC=C1C1=NC=2C(=NC(=CC2)C2=CC=CC=C2)N1C1=CC=C(CN2CC3(C2)CCN(CC3)C3=NC(=NC=N3)C#N)C=C1